CN1N=C2C=CC(=C(C2=C1)C)C1=CC=C(N=N1)NC1C[C@@H]2[C@@H](CN(C2)C([2H])([2H])C2C(COCC2)(C)C)C1 (3aR,5s,6aS)-N-(6-(2,4-dimethyl-2H-indazol-5-yl)pyridazin-3-yl)-2-((3,3-dimethyltetrahydro-2H-pyran-4-yl)meth-yl-d2)octahydro-cyclopenta[c]pyrrol-5-amine